C(C)(C)(C)OC(=O)NC[C@H](C(=O)OC)NC(C1=C(C=C(C=C1)NC=1C=2N(C=CN1)C(=CN2)I)CC)=O Methyl (2R)-3-(tert-butoxycarbonylamino)-2-[[2-ethyl-4-[(3-iodoimidazo[1,2-a]pyrazin-8-yl)amino]benzoyl]amino]propanoate